FC=1C=C2CC(COC2=CC1)C(=O)OC(C)(C)C t-butyl 6-fluorochromane-3-carboxylate